ClC1=CC(=C(C(=C1)F)NC=1N(C2=NC(=NC=C2N1)NC1CCCC1)C1CCC(CC1)(C(=O)N)C)F (1s,4s)-4-(8-(4-chloro-2,6-difluorophenylamino)-2-(cyclopentylamino)-9H-purin-9-yl)-1-methylcyclohexanecarboxamide